FC1=CC(=C(C=C1C)NC(OC=1OC=C(N1)C(NS(=O)(=O)N1CCO[C@@H]([C@H](C1)OC)COCC)=O)=O)C 4-((((6S,7R)-7-(ethoxymethyl)-6-methoxy-1,4-oxazepan-4-yl)sulfonyl)carbamoyl)oxazol-2-yl (4-fluoro-2,5-dimethylphenyl)carbamate